2-(4-((2,6-Bis(hydroxymethyl)pyridin-4-yl)(methyl)amino)butyl)isoindoline-1,3-dione OCC1=NC(=CC(=C1)N(CCCCN1C(C2=CC=CC=C2C1=O)=O)C)CO